CC1=C(C(=CC(=N1)C1=CC=C(C=C1)N1CCN(CC1)C(=O)OC(C)(C)C)NC)[N+](=O)[O-] tert-butyl 4-(4-(6-methyl-4-(methylamino)-5-nitropyridin-2-yl)phenyl)piperazine-1-carboxylate